(±)-(1R,3R,5R,6R)-5-(4-(4-(((Cyclopentyl(methyl)carbamoyl)oxy)methyl)-3-methylisoxazol-5-yl)phenoxy)bicyclo[4.1.0]heptan C1(CCCC1)N(C(=O)OCC=1C(=NOC1C1=CC=C(O[C@@H]2CCC[C@@H]3C[C@@H]23)C=C1)C)C |r|